tert-butyl 3-({[(tert-butoxy)carbonyl](oxan-2-ylmethyl)amino}oxy)azetidine-1-carboxylate C(C)(C)(C)OC(=O)N(OC1CN(C1)C(=O)OC(C)(C)C)CC1OCCCC1